NC=1C=C(C=C2C=C(N=CC12)NC(=O)C1C(C1)F)C=1C=NC=CC1CO N-[8-amino-6-[4-(hydroxymethyl)-3-pyridyl]-3-isoquinolyl]-2-fluoro-cyclopropane-1-carboxamide